methyl 4-(hydroxymethyl)-1-methylcyclohexane-1-carboxylate OCC1CCC(CC1)(C(=O)OC)C